C(C)(C)(C)OC(=O)N1C[C@H](C[C@H](C1)OCCOC=1C=C(C=C2C=C(C(N(C12)C)=O)OCC(=O)NC)[N+](=O)[O-])C (3S,5R)-3-methyl-5-[2-[[1-methyl-3-[2-(methylamino)-2-oxo-ethoxy]-6-nitro-2-oxo-8-quinolinyl]oxy]ethoxy]piperidine-1-carboxylic acid tert-butyl ester